NC=1C=C(C(=O)NC2=C(C=C(C=C2)F)CC(=O)OC(C)(C)C)C=CC1N1CC(CCC1)C(F)F tert-butyl 2-(2-(3-amino-4-(3-(difluoromethyl)piperidin-1-yl)benzamido)-5-fluorophenyl)acetate